4-[3-(4-ethoxy-3-methoxybenzyl)-6-[2-fluoro-1-(fluoromethyl)ethoxy]-2,4-dioxo-3,4-dihydroquinazolin-1(2H)-yl]piperidine-1-carbaldehyde C(C)OC1=C(C=C(CN2C(N(C3=CC=C(C=C3C2=O)OC(CF)CF)C2CCN(CC2)C=O)=O)C=C1)OC